FC1=C(C(=C(C=C1CCCCC)[O-])C1C=C(CCC1C(=C)C)C)O 4-fluoro-3-hydroxy-5-pentyl-2-(3-methyl-6-isopropenylcyclohex-2-enyl)phenolate